C1(CCCC1)N1C(C=CC2=C1N=C(N=C2)NC2CCN(CC2)S(=O)(=O)C=2C=C(CN1CC(C1)C=1C=C3CN(C(C3=CC1)=O)C1C(NC(CC1)=O)=O)C=CC2)=O 3-(5-(1-(3-((4-((8-cyclopentyl-7-oxo-7,8-dihydropyrido[2,3-d]pyrimidin-2-yl)amino)-piperidin-1-yl)sulfonyl)benzyl)azetidin-3-yl)-1-oxoisoindolin-2-yl)piperidine-2,6-dione